Chloro-2,3,3,3-tetrafluoropropen ClC=C(C(F)(F)F)F